tert-butyl N-[(4,8-difluoro-6-formyl-3,5,6,7-tetrahydrocyclopenta[f]benzimidazol-2-yl)methyl]-N-methyl-carbamate FC1=C2C(=C(C=3N=C(NC31)CN(C(OC(C)(C)C)=O)C)F)CC(C2)C=O